C[C@H]1COCC[C@H]1NC(=O)C=1N=NC=CC1 N-((3R,4R)-3-methyltetrahydropyran-4-yl)pyridazine-3-carboxamide